ClC1=NC=C(C(=O)NC[C@H](C(C)(C)O)F)C(=C1)N[C@@H]1C[C@@H](CCC1)O 6-chloro-N-((R)-2-fluoro-3-hydroxy-3-methylbutyl)-4-(((1S,3R)-3-hydroxycyclohexyl)amino)nicotinamide